[Te+2].C(CCCCC)(=O)[O-].C(CCCCC)(=O)[O-].[I+].[I+] di-iodine dihexanoate tellurium